C1(=CC=CC=C1)C1=NC(=CC(=C1)C1=CC=C(C=C1)C1=C(C(=NC=C1)C1=CC=CC=C1)N1C2=CC=C(C=C2C=2C=C(C=CC12)N1C2=CC=CC=C2C=2C=CC=CC12)N1C2=CC=CC=C2C=2C=CC=CC12)C1=CC=CC=C1 9'-(4-(4-(2,6-diphenylpyridin-4-yl)phenyl)-2-phenylpyridin-3-yl)-9'H-9,3':6',9''-tercarbazole